(3Z,5S)-5-(hydroxymethyl)-1-[(2'-methyl-1,1-biphenyl-4-yl)carbonyl]pyrrolidin-3-one O-methyloxime CO\N=C\1/CN([C@@H](C1)CO)C(=O)C1=CC=C(C=C1)C1=C(C=CC=C1)C